4,6-dichloropicolinaldehyde ClC1=CC(=NC(=C1)Cl)C=O